2-(2-Oxiranylmethoxy)-1-naphthalenecarbonitrile oxide O1C(C1)COC1=C(C2=CC=CC=C2C=C1)C#[N+][O-]